C(=O)(OC(C)(C)C)N1C[C@H]([C@H](CC1)OC)OCCC=C Cis-N-boc-3-(but-3-en-1-yloxy)-4-methoxypiperidine